C(#C)C1=CC2=C(NN=N2)C=C1 5-ethynyl-1H-benzo[d][1,2,3]triazole